C1(CCCCC1)C1=NN=C(O1)NCC1=CC=C2CN(C(C2=C1)=O)C1C(N(C(CC1)=O)COCC[Si](C)(C)C)=O 3-(6-(((5-cyclohexyl-1,3,4-oxadiazol-2-yl)amino)methyl)-1-oxoisoindolin-2-yl)-1-((2-(trimethylsilyl)ethoxy)methyl)piperidine-2,6-dione